OC1=C(C=C(C=C1C)C=O)OC 4-HYDROXY-3-METHOXY-5-METHYLBENZENECARBALDEHYDE